C(#N)C1=CC(=C(COC2=CC(=CC(=N2)C2CCNCC2)C(F)(F)F)C=C1)F 4-(6-((4-cyano-2-fluorobenzyl)oxy)-4-(trifluoromethyl)pyridin-2-yl)piperidine